The molecule is a 7alpha-hydroxy steroid, a 26-hydroxy steroid and a 3-oxo-5beta-steroid. It has a role as a bile acid metabolite. It derives from a hydride of a 5beta-cholestane. C[C@H](CCCC(C)CO)[C@H]1CC[C@@H]2[C@@]1(CC[C@H]3[C@H]2[C@@H](C[C@H]4[C@@]3(CCC(=O)C4)C)O)C